8-(4-Chlorophenyl)guanosine ClC1=CC=C(C=C1)C=1N([C@H]2[C@H](O)[C@H](O)[C@@H](CO)O2)C=2N=C(NC(C2N1)=O)N